(S)-7-((5-amino-4-chloro-6-oxopyrimidin-1(6H)-yl)methyl)-4-(cyclopropylethynyl)-6-fluoro-4-(trifluoromethyl)-3,4-dihydroquinazolin-2(1H)-one NC1=C(N=CN(C1=O)CC1=C(C=C2[C@](NC(NC2=C1)=O)(C(F)(F)F)C#CC1CC1)F)Cl